8-(cyclohex-1-en-1-yl)quinoline-3-carboxylic acid C1(=CCCCC1)C=1C=CC=C2C=C(C=NC12)C(=O)O